5-((4-phenoxyphenyl)amino)pyridazine-3-carbaldehyde O(C1=CC=CC=C1)C1=CC=C(C=C1)NC=1C=C(N=NC1)C=O